N1CC(C1)N1N=CC(=C1)C=1N=C(C=2N(C1)C(=CN2)F)N2[C@H](CC2)C(F)(F)F 6-[1-(azetidine-3-yl)pyrazol-4-yl]-3-fluoro-8-[(2R)-2-(trifluoromethyl)azetidine-1-yl]imidazo[1,2-a]pyrazine